C(CCCC)C(=O)CCCCC pentanyl ketone